(1s,4s)-N-(3-methoxy-4-methylphenyl)-4-(4-methyl-1-oxo-6-(1,2,3,6-tetrahydropyridin-4-yl)isoindolin-2-yl)cyclohexanecarboxamide COC=1C=C(C=CC1C)NC(=O)C1CCC(CC1)N1C(C2=CC(=CC(=C2C1)C)C=1CCNCC1)=O